4-((2-cyano-4-fluorophenyl)thio)-6-(6-(4-methyl-3-oxopiperazin-1-yl)pyridin-3-yl)pyrazolo[1,5-a]pyridine-3-carbonitrile C(#N)C1=C(C=CC(=C1)F)SC=1C=2N(C=C(C1)C=1C=NC(=CC1)N1CC(N(CC1)C)=O)N=CC2C#N